2-(2-methoxyethyl)-5-nitroisoindoline COCCN1CC2=CC=C(C=C2C1)[N+](=O)[O-]